Di-iso-butoxyl-titanium O(CC(C)C)[Ti]OCC(C)C